C1(CCCC1)C(=C(C(=O)O)C)C1CCCC1 dicyclopentanyl-methyl-acrylic acid